2-[(2,4-dimethoxyphenyl)methylamino]-8-[4-[2-(dimethylamino)ethyl-methyl-amino]phenyl]-6-(5-methyl-4-prop-2-enoyl-2,3-dihydroquinoxalin-1-yl)pyrido[2,3-d]pyrimidin-7-one COC1=C(C=CC(=C1)OC)CNC=1N=CC2=C(N1)N(C(C(=C2)N2CCN(C1=C(C=CC=C21)C)C(C=C)=O)=O)C2=CC=C(C=C2)N(C)CCN(C)C